C(#N)C(C)(C)N=NC(=O)N 1-[(1-cyano-1-methyl-ethyl)azo]formamide